5-(5H-imidazo[5,1-a]isoindol-5-yl)-3,3-dimethyltetrahydro-4H-pyran-4-one C=1N=CN2C1C1=CC=CC=C1C2C2C(C(COC2)(C)C)=O